3,4-difluoro-sulfolane FC1CS(=O)(=O)CC1F